racemic-trans-3-(2,4-dimethylphenyl)butan-2-ol CC1=C(C=CC(=C1)C)C(C(C)O)C